N-(cyclohexylsulfonyl)-2,6-dihydroxy-5'-methyl-4-pentyl-2'-(prop-1-en-2-yl)-1',2',3',4'-tetrahydro-[1,1'-biphenyl]-3-carboxamide C1(CCCCC1)S(=O)(=O)NC(=O)C=1C(=C(C(=CC1CCCCC)O)C1C(CCC(=C1)C)C(=C)C)O